8-(1-(2,2-difluoroethyl)-1H-pyrazolo[3,4-b]pyrazin-6-yl)-2-((3-fluoro-5-(trifluoromethyl)pyridin-2-yl)methyl)-2,8-diazaspiro[4.5]decan-3-one FC(CN1N=CC=2C1=NC(=CN2)N2CCC1(CC(N(C1)CC1=NC=C(C=C1F)C(F)(F)F)=O)CC2)F